2,2-bis{4-(4-maleimidophenoxy)-phenyl}propane C1(C=CC(N1C1=CC=C(OC2=CC=C(C=C2)C(C)(C)C2=CC=C(C=C2)OC2=CC=C(C=C2)N2C(C=CC2=O)=O)C=C1)=O)=O